C(C)(C)(C)N(C(O)=O)CC1CC2=CC(=CC(=C2C1)F)OCOCCOC.ClC(C(=O)NC=1C(=CC(=C(C1)NC(C1=CC=CC=C1)=O)F)F)Cl N-(5-(2,2-dichloroacetamido)-2,4-difluorophenyl)benzamide tert-butyl-({4-fluoro-6-[(2-methoxyethoxy)methoxy]-2,3-dihydro-1H-inden-2-yl}methyl)carbamate